C(C)(=O)OC1=C(C(=C(C=2N(C3=CC=C(C=C3C12)OC)C(C)=O)OC)C)OC 9-acetyl-1,3,6-trimethoxy-2-methyl-9H-carbazol-4-yl acetate